ClC1=C(C=C(C=C1)N1N=CC(=C1)C(=O)O)F 1-(4-chloro-3-fluorophenyl)-1H-pyrazole-4-carboxylic acid